4-Methylpropiophenone CCC(=O)C1=CC=C(C=C1)C